C(C)(C)(C)OC(=O)N1C[C@H]([C@H](CC1)[C@H](C)N1CCC(C2=C(C=C(C=C12)C=1OC(NN1)=O)F)=O)C (3S,4S)-4-{(1S)-1-[5-fluoro-4-oxo-7-(5-oxo-4,5-dihydro-1,3,4-oxadiazol-2-yl)-3,4-dihydroquinolin-1(2H)-yl]ethyl}-3-methylpiperidine-1-carboxylic acid tert-butyl ester